3-(3,5-dichlorophenyl)-4,5-dihydro-3aH-furo[3,2-d]isoOxazole-6a-carboxylic acid methyl ester COC(=O)C12C(C(=NO1)C1=CC(=CC(=C1)Cl)Cl)CCO2